4-hydrazinyl-1-methylpiperidine hydrogen chloride Cl.N(N)C1CCN(CC1)C